CC(C=O)C(C=1SC=CC1)=O 2-METHYL-3-OXO-3-(THIOPHEN-2-YL)PROPANAL